ClC=1C=C2C(=CC1)N(C(C21CCN(CC1)[C@@H](COC1=CC=C(C=C1)S(=O)(=O)C)C)=O)[C@@H]1C[C@H](C1)O 5-chloro-1'-[(2R)-1-(4-methanesulfonylphenoxy)propan-2-yl]-1-[(trans)-3-hydroxycyclobutyl]-1,2-dihydrospiro[indole-3,4'-piperidin]-2-one